BrC1=CC=2C(C3=CC=C(C=C3C(C2C=C1)=O)Br)=O 2,6-dibromo-anthraquinone